3-(5-(((1S,2S)-2-(3-(3-methylpyridin-4-yl)azetidin-1-yl)cyclohexyl)oxy)-1-oxoisoindolin-2-yl)piperidine-2,6-dione CC=1C=NC=CC1C1CN(C1)[C@@H]1[C@H](CCCC1)OC=1C=C2CN(C(C2=CC1)=O)C1C(NC(CC1)=O)=O